N,N,3-trimethylazetidin-3-amine hydrochloride Cl.CN(C1(CNC1)C)C